(2S,3R,4R,5S)-2-(hydroxymethyl)-1-(4-((tetrahydrofuran-3-yl)oxy)phenethyl)piperidine-3,4,5-triol OC[C@@H]1N(C[C@@H]([C@H]([C@@H]1O)O)O)CCC1=CC=C(C=C1)OC1COCC1